C1(=CC=CC=C1)S(=O)(=O)C=1C=C(C=CC1)CN1C=CC=2C=NC=CC21 N-{[3-(benzenesulfonyl)phenyl]methyl}-1H-pyrrolo[3,2-c]pyridine